(1-{6-[(2,6-difluorophenyl)oxy]-4-methylpyridin-3-yl}-5-(methylamino)pyrazol-4-yl)[7-(3,4,5,6-tetrahydro-2H-pyran-4-yl)-6,7,8,9-tetrahydro-3H-pyrrolo[3,2-f]isoquinolin-2-yl]methanone FC1=C(C(=CC=C1)F)OC1=CC(=C(C=N1)N1N=CC(=C1NC)C(=O)C1=CC2=C3CCN(CC3=CC=C2N1)C1CCOCC1)C